Cl.N[C@@H](CCCN)C(=O)NCCS(=O)(=O)O L-Ornithyltaurine Hydrochloride